BrC1=C(OC(C(=O)O)(C)C)C(=CC(=C1)CN1C(N(CC1=O)C1=CC=C(C=C1)C(F)(F)F)=O)Br 2-(2,6-Dibromo-4-((2,5-dioxo-3-(4-(trifluoromethyl)phenyl)imidazolidin-1-yl)methyl)phenoxy)-2-methylpropionic Acid